2-(4-((6-fluoro-2-oxo-2,3-dihydro-1H-benzo[d]imidazol-1-yl)methyl)phenyl)-N,N-dimethylacetamide FC=1C=CC2=C(N(C(N2)=O)CC2=CC=C(C=C2)CC(=O)N(C)C)C1